COC(=O)C=1C=CC=C2C=C(C3(OC12)CNC3)C methyl-spiro[azetidine-3,2'-chromene]-8'-carboxylic acid methyl ester